N1=CC(=CC=C1)C=C1C(C2=CC=CC=C2C1=O)=O 2-(pyridin-3-ylmethylidene)indene-1,3-dione